1-(4-bromophenyl)-3-{4-[2-(furan-2-yl)ethyl]-4-methyl-2,5-dioxoimidazolidin-1-yl}urea BrC1=CC=C(C=C1)NC(=O)NN1C(NC(C1=O)(C)CCC=1OC=CC1)=O